C1(CCC1)C(=O)NC=1C=C(C=CC1)C1=NC=C(C=N1)COC=1C=CC(=C(C(=O)O)C1)O 5-((2-(3-(Cyclobutanecarboxamido)phenyl)pyrimidin-5-yl)methoxy)-2-hydroxybenzoic acid